((S)-6,8-dichloro-1-methyl-3,4-dihydroisoquinolin-2(1H)-yl)(2-methylmorpholin-2-yl)methanone ClC=1C=C2CCN([C@H](C2=C(C1)Cl)C)C(=O)C1(CNCCO1)C